[Al].[Ba] barium-aluminum